ClC=1C=C(OCCN2CCN(CC2)C(=O)OC(C)(C)C)C=CC1C=1NC2=NC=NC(=C2N1)OC1(CC1)C tert-butyl 4-(2-(3-chloro-4-(6-(1-methylcyclopropoxy)-9H-purin-8-yl)phenoxy)ethyl)piperazine-1-carboxylate